2,5-diazabicyclo[2.2.1]heptane-2-carboxamide C12N(CC(NC1)C2)C(=O)N